(2S,3S,5S)-4-[[5-(1,1-difluoroethyl)-3-(3,4-difluoro-2-methoxy-phenyl)-5-methyl-tetrahydrofuran-2-carbonyl]amino]pyridine-2-carboxamide FC(C)(F)[C@@]1(C[C@H]([C@H](O1)C(=O)NC1=CC(=NC=C1)C(=O)N)C1=C(C(=C(C=C1)F)F)OC)C